C(CC)N(CCC)C(N(CCC)CCC)[SiH2]C1=CC(=CC=C1)C(=C)C bis(dipropylamino)methyl-(3-isopropenylphenyl)silane